C(C)(=O)O\N=C(\C(=O)C1=CC=CC=C1)/C (E)-2-(acetoxyimino)-1-phenyl-1-propanone